ClC=1C=C(C=CC1F)NC(=O)[C@@H]1[C@@H](N(CC1)C(=O)C=1NC(=CC1)C=1C(=NNC1C)C)C (2S,3S)-N-(3-chloro-4-fluorophenyl)-1-(5-(3,5-dimethyl-1H-pyrazol-4-yl)-1H-pyrrole-2-carbonyl)-2-methylpyrrolidine-3-carboxamide